CC1=CC=CC=C1NC=O 2-methylformanilide